4-(bromomethyl)-6-cyclopropoxyphthalazin-1(2H)-one BrCC1=NNC(C2=CC=C(C=C12)OC1CC1)=O